3-(6-ethyl-5-(1H-pyrazol-4-yl)pyridin-2-yl)-1-(3-fluoro-5-methoxybenzyl)-8-(3,3,3-trifluoropropyl)-1,3,8-triazaspiro[4.5]decan-2-one C(C)C1=C(C=CC(=N1)N1C(N(C2(C1)CCN(CC2)CCC(F)(F)F)CC2=CC(=CC(=C2)OC)F)=O)C=2C=NNC2